NC=1C=2N(C3=CC(=C(C=C3N1)C#N)C(=O)O)C=NC2 4-amino-7-cyanoimidazo[1,5-a]quinoxalin-8-carboxylic acid